FC=1C=C(C#N)C=CC1CC1CC2(CN(C2)C(=O)N2CC3(C2)NC(CC3)=O)C1 3-fluoro-4-[[2-(6-oxo-2,5-diazaspiro[3.4]octane-2-carbonyl)-2-azaspiro[3.3]heptan-6-yl]methyl]benzonitrile